N,N'-diethyl-urea C(C)NC(=O)NCC